FC1(CCC=2C=CC(CC12)=CC)F 2-(3,3-difluoro-2,3-dihydro-1H-inden-5-yl-5-yl)ethane